methyl 1-([1,1'-biphenyl]-4-ylmethyl)-5-chloro-1H-indazole-7-carboxylate C1(=CC=C(C=C1)CN1N=CC2=CC(=CC(=C12)C(=O)OC)Cl)C1=CC=CC=C1